trans-3-[(2-chloro-4-fluorobenzyl)oxy]-N-{2-fluoro-3-[6-oxo-4-(trifluoromethyl)-1,6-dihydropyrimidine-2-yl]-4-(trifluoromethyl)benzyl}cyclobutane-1-carboxamide ClC1=C(CO[C@@H]2C[C@H](C2)C(=O)NCC2=C(C(=C(C=C2)C(F)(F)F)C=2NC(C=C(N2)C(F)(F)F)=O)F)C=CC(=C1)F